CC=1C(=C(C(=O)O)C=CC1)S(N(C)C)(=O)=O methyl-2-(N,N-dimethylsulfamoyl)benzoic acid